(4-(4-(benzo[d]thiazol-5-ylamino)quinolin-7-yl)-2-fluorophenyl)(hexahydro-pyrrolo[3,4-c]pyrrol-2(1H)-yl)methanone S1C=NC2=C1C=CC(=C2)NC2=CC=NC1=CC(=CC=C21)C2=CC(=C(C=C2)C(=O)N2CC1CNCC1C2)F